C/C(/C=C/[C@H]1CC=CC(O1)=O)=C/[C@@H](C\C(=C\C=C\C(=O)[C@H]1O[C@H]([C@H](C(C1)=O)C)\C=C\C)\C)C (R)-6-((R,1E,3Z,7E,9E)-3,5,7-trimethyl-11-((2S,5R,6S)-5-methyl-4-oxo-6-((E)-prop-1-en-1-yl)tetrahydro-2H-pyran-2-yl)-11-oxoundeca-1,3,7,9-tetraen-1-yl)-5,6-dihydro-2H-pyran-2-one